C(C)(C)(C)S(=O)(=O)C=1C(=CC=2N(C1)C(=CN2)C2=CC(=C(C(=C2)C2=NC=NN2)OC)F)OC 6-(tert-butylsulfonyl)-3-(3-fluoro-4-methoxy-5-(1H-1,2,4-triazol-5-yl)phenyl)-7-methoxyimidazo[1,2-a]pyridine